(R)-5-(2-(3-chlorophenyl)pyrrolidin-1-yl)pyrazolo[1,5-a]Pyrimidine-3-carboxylic acid ClC=1C=C(C=CC1)[C@@H]1N(CCC1)C1=NC=2N(C=C1)N=CC2C(=O)O